ClC1=CC=C(OCC(=O)NC2=CC=C(C=C2)[C@H]2CNCCC2)C=C1 (S)-2-(4-Chloro-phenoxy)-N-(4-(piperidin-3-yl)-phenyl)-acetamid